CN(CCC(=O)NCC=1C=C2C(=C(NC2=CC1)C1=CC(=NC=C1)C)CC)C 3-(dimethylamino)-N-{[3-ethyl-2-(2-methylpyridin-4-yl)-1H-indol-5-yl]methyl}propionamide